BrC1=CC(=C(N)C=C1)N1CCC(CC1)=C(F)F 4-bromo-2-[4-(difluoromethylene)piperidin-1-yl]aniline